rac-1-(((5S,7S)-8,8-Difluoro-2-oxo-1-oxa-3-azaspiro[4.5]decan-7-yl)methyl)-1H-benzo[d]imidazole-6-carbonitrile Lithium tert-butoxide CC(C)(C)[O-].[Li+].FC1([C@@H](C[C@]2(CNC(O2)=O)CC1)CN1C=NC2=C1C=C(C=C2)C#N)F |r|